methyl 3-(6-(4-methylpiperazin-1-yl)-1H-benzo[d]imidazol-2-yl)-1H-indazole-5-carboxylate CN1CCN(CC1)C=1C=CC2=C(NC(=N2)C2=NNC3=CC=C(C=C23)C(=O)OC)C1